3-[2-[(3,3-dimethyl-2H-benzofuran-4-yl)oxy]pyrimidin-5-yl]-1H-imidazo[4,5-b]pyridin-2-one CC1(COC2=C1C(=CC=C2)OC2=NC=C(C=N2)N2C(NC=1C2=NC=CC1)=O)C